3-methyl-1-(nitrosooxy)butane CC(CCON=O)C